CC(C(C(C(=O)NC1=CC=CC=C1)CC1=CC=CC=C1)=O)C 4-methyl-3-oxo-N-phenyl-2-(benzyl)pentanamide